3-(4-(2-((4-(azetidin-3-yl)phenyl)amino)-5-methylpyrimidin-4-yl)-1H-pyrazol-1-yl)propionitrile hydrochloride Cl.N1CC(C1)C1=CC=C(C=C1)NC1=NC=C(C(=N1)C=1C=NN(C1)CCC#N)C